1-[(2R)-2-(4-cyclopropyl-triazol-1-yl)-3,3-dimethyl-butyryl]-4-hydroxy-N-[2-[5-(trifluoromethyl)tetrahydrofuran-2-yl]ethyl]pyrrolidine-2-carboxamide C1(CC1)C=1N=NN(C1)[C@@H](C(=O)N1C(CC(C1)O)C(=O)NCCC1OC(CC1)C(F)(F)F)C(C)(C)C